1,3-diaminomethyl-cyclohexane methyl-4-[1-isopropyl-4-(trifluoromethyl)imidazol-2-yl]benzoate COC(C1=CC=C(C=C1)C=1N(C=C(N1)C(F)(F)F)C(C)C)=O.NCC1CC(CCC1)CN